ClC=1C=C2N=C3C=CC(=CC3=CC2=CC1)OC 6-chloro-2-methoxy-acridine